C(C)(C)(C)OC(=O)N1CC(N(CC1)S(=O)(=O)C)\C=C\C(=O)OCC 3-[(E)-3-ethoxy-3-oxo-prop-1-enyl]-4-(methylsulfonyl)piperazine-1-carboxylic acid tert-butyl ester